BrC=1C=NN(C1)C1=C(C=C(N)C=C1)Cl 4-(4-bromo-1H-pyrazol-1-yl)-3-chloroaniline